CC1(CC1)OC=1C=C2C(=NNC2=CC1)C1=CC(=NC=C1)N1CCN(CC1)C(=O)C1CCNCC1 [4-[4-[5-(1-methylcyclopropoxy)-1H-indazol-3-yl]-2-pyridyl]piperazin-1-yl]-(4-piperidyl)methanone